N1[C@H](CCC1)C#N (2R)-pyrrolidine-2-carbonitrile